C(C(O)C)(=O)O.C(C)(=O)N[C@H]1C(O)O[C@@H]([C@H]([C@@H]1O)O)CO N-acetylglucosamine lactate